Chloromethylbenzylisocyanate ClCC(C1=CC=CC=C1)N=C=O